tert-butyl 4-[(2S)-2-[[7-(trifluoromethyl)thieno[3,2-d]pyrimidin-4-yl]amino]propyl]piperazine-1-carboxylate FC(C1=CSC2=C1N=CN=C2N[C@H](CN2CCN(CC2)C(=O)OC(C)(C)C)C)(F)F